1-(4-(4-coumarinyl)-phenyl)-3-(4-trifluoromethylphenyl)-2-propen-1-one O1C(=O)C=C(C2=CC=CC=C12)C1=CC=C(C=C1)C(C=CC1=CC=C(C=C1)C(F)(F)F)=O